CN1N=C2C(=NC(=CC2=C1)NC(=O)N1CCC=2C1=NC=CC2N2C[C@@H](N(CC2)C(=O)OC(C)(C)C)C)C tert-butyl (S)-4-(1-((2,7-dimethyl-2H-pyrazolo[3,4-c]pyridin-5-yl)carbamoyl)-2,3-dihydro-1H-pyrrolo[2,3-b]pyridin-4-yl)-2-methylpiperazine-1-carboxylate